CC(C)(C)S(=O)N[C@@H]1C2=CC=CC=C2CC12CCNCC2 2-methyl-N-[(1S)-spiro[indan-2,4'-piperidin]-1-yl]propan-2-Sulfinamide